triethyl-(3-phenylpropyl)nitrogen C(C)C(CC(C1=CC=CC=C1)(CC)CC)[N]